CC(CCCCCCN1[C@@H](C[C@@H](C1)OC(C=C)=O)C(=O)OCCCCCCCC(=O)OC(CCCCCCCC)CCCCCCCC)(C(OCCCC(CCCCC)CCCCC)=O)C [8-(1-octylnonoxy)-8-oxo-octyl] (2S,4S)-1-[7,7-dimethyl-8-oxo-8-(4-pentylnonoxy)octyl]-4-prop-2-enoyloxypyrrolidine-2-carboxylate